BrC1=CC(=C(CC2=NC3=C(N2C2COCC2(C)COC)C=C(C=C3)C(=O)OC)C=C1F)F Methyl 2-(4-bromo-2,5-difluorobenzyl)-1-(4-(methoxymethyl)-4-methyltetrahydrofuran-3-yl)-1H-benzo[d]imidazole-6-carboxylate